CC1(CC(C1)C#CC1=NC=C(C=N1)C(F)(F)F)C(=O)N methyl-3-[2-[5-(trifluoromethyl)pyrimidin-2-yl]ethynyl]cyclobutanecarboxamide